[PH2](=O)O.C=1(O)C(O)=CC=CC1.C=1(O)C(O)=CC=CC1 di-catechol hypophosphite